C(C)(C)(C)C1CCCC(C1OC=1C(C(SC1C1=CC(=C(C=C1)Cl)Cl)(O)[2H])[2H])(C)C 6-tert-butyl-5-(3,4-dichlorophenyl)-4-(2,2-dimethylcyclohexyloxy)thienol-2,3-d